tert-butyl (2S,5R)-4-benzyl-5-methyl-2-phenyl-piperazine-1-carboxylate tert-Butyl-(2S,5R)-5-methyl-2-phenyl-piperazine-1-carboxylate C(C)(C)(C)OC(=O)N1[C@H](CN[C@@H](C1)C)C1=CC=CC=C1.C(C1=CC=CC=C1)N1C[C@@H](N(C[C@H]1C)C(=O)OC(C)(C)C)C1=CC=CC=C1